C(C=C)(=O)N1C[C@H](C[C@@H]1[C@@H](C)O)N1N=C(C(=C1N)C(=O)N)C#CC1=CC2=C(N(C(=N2)C)C2CC2)C=C1Cl 1-((3S,5R)-1-acryloyl-5-((R)-1-hydroxyethyl)pyrrolidin-3-yl)-5-amino-3-((6-chloro-1-cyclopropyl-2-methyl-1H-benzo[d]imidazol-5-yl)ethynyl)-1H-pyrazole-4-carboxamide